N1=CC(=CC=C1)C1=CC=C(C=C1)C1=C2C(=NNC2=CC=C1)N 4-(4-(pyridin-3-yl)phenyl)-1H-indazol-3-amine